FC1(C(CN(CC1)C1=C(C(=O)NC2=CC(=NC=C2)[S@@](=O)(=N)C)C=C(C(=N1)C)C(F)(F)F)C)F 2-(4,4-difluoro-3-methylpiperidin-1-yl)-6-methyl-N-(2-((R)-S-methylsulfonimidoyl)pyridin-4-yl)-5-(trifluoromethyl)nicotinamide